ClC=1C=C(OC2C(C(C2(C)C)NC(C2=CC=C(C=C2)OCCCCC=O)=O)(C)C)C=CC1C#N N-((1r,3r)-3-(3-chloro-4-cyanophenoxy)-2,2,4,4-tetramethylcyclobutyl)-4-((5-oxopentyl)oxy)benzamide